p-methoxyazoxybenzene COC1=CC=C(C=C1)[N+]([O-])=NC1=CC=CC=C1